(1-benzyl-5-(3,5-dimethylphenyl)-1H-imidazol-2-yl)(3,5-dimethylphenyl)methanone C(C1=CC=CC=C1)N1C(=NC=C1C1=CC(=CC(=C1)C)C)C(=O)C1=CC(=CC(=C1)C)C